N-(2-((5-chloro-2-((3-fluoro-4-(4-(4-methylpiperazin-1-yl)piperidin-1-yl)phenyl)amino)pyrimidin-4-yl)amino)phenyl)methanesulfonamide ClC=1C(=NC(=NC1)NC1=CC(=C(C=C1)N1CCC(CC1)N1CCN(CC1)C)F)NC1=C(C=CC=C1)NS(=O)(=O)C